C1=CC2=C3C(=C1)C=CC4=C(C=CC(=C43)C=C2)N5C(=O)C=CC5=O N-(1-pyrenyl)maleimide